C(C)(C)(C)OC(=O)N1CC(N(CC1)C1=NC(=NC2=CC(=C(C=C12)Cl)Br)Cl)C 4-(7-bromo-2,6-dichloroquinazolin-4-yl)-3-methylpiperazine-1-carboxylic acid tert-butyl ester